C1(CCC1)C1=NOC(=N1)N1CCN(CC1)C=1SC2=C(C(N1)=O)C=C(C(=C2[N+](=O)[O-])C)C(F)(F)F 2-(4-(3-cyclobutyl-1,2,4-oxadiazol-5-yl)piperazin-1-yl)-7-methyl-8-nitro-6-(trifluoromethyl)-4H-benzo[e][1,3]thiazin-4-one